2-(1-tert-butoxycarbonylazetidin-3-yl)acetic acid C(C)(C)(C)OC(=O)N1CC(C1)CC(=O)O